C1N(CC12CCNCC2)C=2N=NC(=CN2)C2=C(C=C(C=C2)C=2C=NNC2)O 2-[3-(2,7-diazaspiro[3.5]non-2-yl)-1,2,4-triazin-6-yl]-5-(1H-pyrazol-4-yl)phenol